6-cyclopropyl-1-methyl-1H-pyrazolo[3,4-d]pyrimidine-4-thiol C1(CC1)C1=NC(=C2C(=N1)N(N=C2)C)S